(4S)-3-[[6-[3-(Difluoromethoxy)-4-fluoro-phenyl]-3-methyl-pyrazin-2-yl]methyl]-4-methyl-oxazolidin-2-one FC(OC=1C=C(C=CC1F)C1=CN=C(C(=N1)CN1C(OC[C@@H]1C)=O)C)F